BrC=1C=C(C=CC1)C1=NC=2N([C@](O1)(C(F)(F)F)C1=CC=CC=C1)C1=C(N2)C=CC=C1 (R)-2-(3-bromophenyl)-4-phenyl-4-(trifluoromethyl)-4H-benzo[4,5]Imidazo[1,2-c][1,3,5]Oxadiazine